5-bromo-2-(isobutyryloxy)-3-((1-methoxy-3-methyl-1-oxobutan-2-ylimino)methyl)phenyl nicotinate C(C1=CN=CC=C1)(=O)OC1=C(C(=CC(=C1)Br)C=NC(C(=O)OC)C(C)C)OC(C(C)C)=O